3-(2-aminoethoxyamino)propyl-trimethoxysilane lithium tetraphenylborate C1(=CC=CC=C1)[B-](C1=CC=CC=C1)(C1=CC=CC=C1)C1=CC=CC=C1.[Li+].NCCONCCC[Si](OC)(OC)OC